(3',6'-bis(ethylamino)-2',7'-dimethyl-3-oxospiro[isoindoline-1,9'-xanthen]-2-yl)carbamic acid tert-butyl ester C(C)(C)(C)OC(NN1C(C2=CC=CC=C2C12C1=CC(=C(C=C1OC=1C=C(C(=CC21)C)NCC)NCC)C)=O)=O